6-(trifluoromethyl)-2-azabicyclo[3.1.0]hexane-3-carboxylic acid FC(C1C2CC(NC12)C(=O)O)(F)F